O=C1CCOC2=CC(=CC=C12)O[C@@H](C1=CC=C(C(=O)N)C=C1)C1=CC=NC=C1 (S)-4-(((4-oxochroman-7-yl)oxy)(pyridin-4-yl)methyl)benzamide